Triethylammonium 2,3-Bis((8-(heptadecan-9-yloxy)-8-oxooctanoyl)oxy)propyl-phosphonate tert-butyl-(R)-2-(1-acetylpyrrolidine-2-carbonyl)-2,7-diazaspiro[3.5]nonane-7-carboxylate C(C)(C)(C)OC(=O)N1CCC2(CN(C2)C(=O)[C@@H]2N(CCC2)C(C)=O)CC1.CCCCCCCCC(CCCCCCCC)OC(CCCCCCC(=O)OC(CP([O-])([O-])=O)COC(CCCCCCC(OC(CCCCCCCC)CCCCCCCC)=O)=O)=O.C(C)[NH+](CC)CC.C(C)[NH+](CC)CC